{6-amino-5-[(1S)-1-(2,6-difluorophenyl)ethoxy]pyridin-3-yl}boronic acid NC1=C(C=C(C=N1)B(O)O)O[C@@H](C)C1=C(C=CC=C1F)F